diisopropylammonium (S)-2-(((allyloxy)formyl)amino)-3-(3,5-di((tert-butyldimethylsilyl)oxy)-4-methoxyphenyl)propionate C(C=C)OC(=O)N[C@H](C(=O)[O-])CC1=CC(=C(C(=C1)O[Si](C)(C)C(C)(C)C)OC)O[Si](C)(C)C(C)(C)C.C(C)(C)[NH2+]C(C)C